N1=CC=C(C=C1)CC=1C=CC(=NC1)N 5-(pyridin-4-ylmethyl)pyridin-2-amine